(3aR,6aS)-2-(1,3-benzodioxol-5-yl-methyl)-5-[[6-(1,3-dimethylpyrazol-4-yl)pyridazin-3-yl]oxymethyl]-3,3a,4,5,6,6a-hexa-hydro-1H-cyclopenta[c]pyrrole O1COC2=C1C=CC(=C2)CN2C[C@@H]1[C@H](C2)CC(C1)COC=1N=NC(=CC1)C=1C(=NN(C1)C)C